N1(CCCCC1)CC=1C=C(CC2(C(C=NC3=CC=CC=C23)N)N)C=CC1 4-(3-(piperidin-1-ylmethyl)benzyl)quinoline-3,4-diamine